COC=1C=C2C(C(=C(C(C2=CC1)=O)C(C)=O)C)=O 6-methoxy-2-acetyl-3-methyl-1,4-naphthoquinone